FC=1C=C2C(N(C(NC2=CC1C1=NC=C(C=N1)C(F)(F)F)=O)CCC[C@H](C)NC=1C=NN(C(C1C(F)(F)F)=O)COCC[Si](C)(C)C)=O 6-fluoro-3-[(4S)-4-[[6-oxo-5-(trifluoromethyl)-1-(2-trimethylsilylethoxymethyl)pyridazin-4-yl]amino]pentyl]-7-[5-(trifluoromethyl)pyrimidin-2-yl]-1H-quinazoline-2,4-dione